C(C)(C)(C)C1=C(C=CC(=C1)C(C)(C)C)OP([O-])[O-] (2,4-di-t-butylphenyl)phosphite